(S)-3-((3-(2-chlorophenethyl)-3-(ethoxy-methyl)pyrrolidin-1-yl)methyl)pyridine ClC1=C(CC[C@]2(CN(CC2)CC=2C=NC=CC2)COCC)C=CC=C1